N-acryloyl-morpholine Natrium 3-(3-Bromophenyl)-3-(3-(1-ethyl-4-hydroxy-5-methyl-2-oxo-1,2-dihydropyridin-3-yl)ureido)propanoat BrC=1C=C(C=CC1)C(CC(=O)[O-])NC(=O)NC=1C(N(C=C(C1O)C)CC)=O.[Na+].C(C=C)(=O)N1CCOCC1